(9H-fluoren-9-yl)methyl (3-((5-((4-(1,3-dioxolan-2-yl)phenyl)carbamoyl)-1-methyl-1H-pyrrol-3-yl)amino)-3-oxopropyl)carbamate O1C(OCC1)C1=CC=C(C=C1)NC(=O)C1=CC(=CN1C)NC(CCNC(OCC1C2=CC=CC=C2C=2C=CC=CC12)=O)=O